(2R)-N-[2-(1-benzylpiperidin-4-yl)ethyl]-4-(6-chloropyridin-3-yl)-2-methylpiperazine-1-carboxamide C(C1=CC=CC=C1)N1CCC(CC1)CCNC(=O)N1[C@@H](CN(CC1)C=1C=NC(=CC1)Cl)C